2-(3,5-dimethylphenyl)-6-isopropylquinoline CC=1C=C(C=C(C1)C)C1=NC2=CC=C(C=C2C=C1)C(C)C